CC1=C(C=C(C(=O)NC2=C(C=C(C=C2)C2CN(CC2)C)C(F)(F)F)C=C1)NC1=NC=CC(=N1)C=1C=NC=C(C1)C1=C(C=NO1)C 4-Methyl-3-{4-[5-(4-methyl-isoxazol-5-yl)-pyridin-3-yl]-pyrimidin-2-ylamino}-N-[4-(1-methyl-pyrrolidin-3-yl)-2-trifluoromethyl-phenyl]-benzamide